2-(3,4-epoxycyclohexyl)-ethyl-trimethoxysilane Methyl-(((cis-3-(2-amino-6-methoxy-9H-purin-9-yl)cyclobutyl)methoxy)(2-(isobutyrylthio)ethoxy)phosphoryl)-L-alaninate CN([C@@H](C)C(=O)O)P(=O)(OCCSC(C(C)C)=O)OC[C@@H]1C[C@@H](C1)N1C2=NC(=NC(=C2N=C1)OC)N.C1(CC2C(CC1)O2)CC[Si](OC)(OC)OC